Methyl (2S,4R)-1-(5-cyclopropoxy-2-nitro-4-((triisopropylsilyl)oxy)benzoyl)-4-hydroxypyrrolidine-2-carboxylate C1(CC1)OC=1C(=CC(=C(C(=O)N2[C@@H](C[C@H](C2)O)C(=O)OC)C1)[N+](=O)[O-])O[Si](C(C)C)(C(C)C)C(C)C